2,3-dihydro-1H-pyrrolizine-5-carboxylic acid C1CCN2C(=CC=C12)C(=O)O